2-acrylamidoethanesulfonic acid, potassium salt [K+].C(C=C)(=O)NCCS(=O)(=O)[O-]